FC(OC1=CC(=NN1)NC1=CC=C2C(=N1)N(C(=N2)[C@@H](C)O)CC2CCOCC2)F (R)-1-(5-((5-(difluoromethoxy)-1H-pyrazol-3-yl)amino)-3-((tetrahydro-2H-pyran-4-yl)methyl)-3H-imidazo[4,5-b]pyridin-2-yl)ethan-1-ol